N-(4-(4-amino-5-(6-((5-fluoropyrimidin-2-yl)oxy)pyridin-3-yl)-7-methyl-7H-pyrrolo[2,3-d]pyrimidin-6-yl)phenyl)methacrylamide NC=1C2=C(N=CN1)N(C(=C2C=2C=NC(=CC2)OC2=NC=C(C=N2)F)C2=CC=C(C=C2)NC(C(=C)C)=O)C